O=C1N(C(C=C1)=O)CCCCCC(=O)N[C@H](C(=O)N[C@H](C(=O)NC1=CC=C(C=C1)CO)CCCNC(=O)N)C(C)C 6-(2,5-dioxo-2,5-dihydro-1-pyrrolyl)-N-[(S)-1-[[(S)-1-[[4-(hydroxymethyl)phenyl]amino]-1-oxo-5-ureido-2-pentyl]amino]-3-methyl-1-oxo-2-butyl]hexanamide